NC1=NC=C(C2=C1C(=C(N2C)C2=CC=C(C=C2)NC(C=C)=O)Br)C#N N-(4-(4-amino-3-bromo-7-cyano-1-methyl-1H-pyrrolo[3,2-c]pyridin-2-yl)phenyl)acrylamide